C12(CC(C1)C2)CC(=O)NC2=C(C=C(C=C2C)N2CC1=CC=C(C=C1CC2)F)C 2-(Bicyclo[1.1.1]pentan-1-yl)-N-(4-(6-fluoro-3,4-dihydroisoquinolin-2(1H)-yl)-2,6-dimethylphenyl)acetamide